(1H-indol-7-yl)((1S,4R,6R)-6-((5-(trifluoromethyl)pyridin-2-yl)oxy)-2-azabicyclo[2.2.1]heptan-2-yl)methanone N1C=CC2=CC=CC(=C12)C(=O)N1[C@@H]2[C@@H](C[C@H](C1)C2)OC2=NC=C(C=C2)C(F)(F)F